1-(4-methyl-2-(pyrrolidin-1-yl)quinolin-6-yl)-3-(2-(piperazin-1-yl)ethyl)thiourea CC1=CC(=NC2=CC=C(C=C12)NC(=S)NCCN1CCNCC1)N1CCCC1